(1R)-1-(5-fluoro-2-pyridyl)ethanamine FC=1C=CC(=NC1)[C@@H](C)N